Diethyl (5-bromopentyl)phosphonate BrCCCCCP(OCC)(OCC)=O